ClC=1C(=NNC1C=O)C 4-CHLORO-3-METHYL-1H-PYRAZOLE-5-CARBALDEHYDE